dimethyl-hexadecanedioic acid CC(C(=O)O)(CCCCCCCCCCCCCC(=O)O)C